CS(=O)(=O)O.CN1CCN(CC1)CC1=CC=C(C(=O)NC2=CC(=C(C=C2)C)NC2=NC=CC(=N2)C=2C=NC=CC2)C=C1 4-[(4-methyl-1-piperazinyl)methyl]-N-[4-methyl-3-[[4-(3-pyridinyl)-2-pyrimidinyl]amino]phenyl]-benzamide methanesulfonate